tert-butyl ((5-phenylpyridin-2-yl)methyl)carbamate C1(=CC=CC=C1)C=1C=CC(=NC1)CNC(OC(C)(C)C)=O